C1(CC1)CN1N=CC(=C1)N1C=C(C=CC1=O)C(=O)N 1-[1-(cyclopropylmethyl)pyrazol-4-yl]-6-oxo-pyridine-3-carboxamide